CN(CC[C-]1C=CC=C1)C.[CH-]1C=CC=C1.[Fe+2] R-N,N-dimethylferroceneethylamine